hex-3-en-1-yl 2-((2-phenylprop-1-en-1-yl)oxy)propanoate C1(=CC=CC=C1)C(=COC(C(=O)OCCC=CCC)C)C